6-methyl-4-(3-(o-tolyl)-7,8-dihydro-1,6-naphthyridin-6(5H)-yl)quinazoline CC=1C=C2C(=NC=NC2=CC1)N1CC=2C=C(C=NC2CC1)C1=C(C=CC=C1)C